C1(=CC=CC=C1)CCS(=O)(=O)Cl 2-Phenyl-ethane-1-sulfonyl chloride